ON=C(C1=NC=CC=C1)N N'-Hydroxypicolinamidine